2-methyl-N-(6-((S)-3-methylpiperazin-1-yl)pyridazin-3-yl)-7-((tetrahydro-2H-pyran-3-yl)oxy)imidazo[1,2-a]pyridine-6-carboxamide CC=1N=C2N(C=C(C(=C2)OC2COCCC2)C(=O)NC=2N=NC(=CC2)N2C[C@@H](NCC2)C)C1